C1N[C@H](CC2=CC=CC=C12)C(=O)O (R)-1,2,3,4-tetrahydroisoquinoline-3-carboxylic acid